4-chloro-6-(fluoromethyl)thieno[2,3-b]pyridine ClC1=C2C(=NC(=C1)CF)SC=C2